3-(3-chlorophenyl)-1-(1-methyl-4-oxo-5H-imidazol-2-yl)urea ClC=1C=C(C=CC1)NC(NC=1N(CC(N1)=O)C)=O